ClCC(=O)NCCOC=1N(N=CC1C=1C=C2C(=NN(C2=CC1)C1OCCCC1)C#C[Si](C(C)C)(C(C)C)C(C)C)C 2-chloro-N-[2-[2-methyl-4-[1-tetrahydropyran-2-yl-3-(2-triisopropylsilylethynyl)indazol-5-yl]pyrazol-3-yl]oxyethyl]acetamide